FC1(CN(C1)CCNC(=O)C=1C=C(C(=NC1)C)NC(=O)C=1C=NN2C1SC(=C2)C2=CC=NC=C2)F N-(5-((2-(3,3-difluoroazetidin-1-yl)ethyl)carbamoyl)-2-methylpyridin-3-yl)-2-(pyridin-4-yl)pyrazolo[5,1-b]thiazole-7-carboxamide